BrC=1C(=NC=2N(C1)C=C(N2)C(=O)N2C[C@H]([C@@]1(CC2)NCC2=CC=CC=C2C1)O)C(F)(F)F [6-bromo-7-(trifluoromethyl)imidazo[1,2-a]pyrimidin-2-yl][(3R,3'R)-3'-hydroxy-1,4-dihydro-1'H,2H-spiro[isoquinoline-3,4'-piperidin]-1'-yl]methanone